tert-butyl 3-(4-(4-((4-(2-(3-chloro-5-cyanophenyl)propan-2-yl)phenoxy)methyl)pyrimidin-2-yl)piperazin-1-yl)pyrrolidine-1-carboxylate ClC=1C=C(C=C(C1)C#N)C(C)(C)C1=CC=C(OCC2=NC(=NC=C2)N2CCN(CC2)C2CN(CC2)C(=O)OC(C)(C)C)C=C1